ClC=1C=C(CN2CCC(CC2)CN2N=NC(=C2)C2=C(NC3=CC=C(C=C23)F)C(=O)OCC(C)C)C=CC1OCCC(C)C Isobutyl 3-(1-((1-(3-chloro-4-(isopentyloxy)benzyl)piperidin-4-yl)methyl)-1H-1,2,3-triazol-4-yl)-5-fluoro-1H-indole-2-carboxylate